[O-]S(=O)(=O)C(F)(F)F.C(CCCCCCCCCC)[NH+]1CC(CCC1)CCC 1-Undecyl-3-propylpiperidinium triflat